OCC1=CC=C(C=C1)C(N1C[C@@H](N(C[C@H]1C)C(=O)OC(C)(C)C)C)C1=CC=C(C=C1)CO tert-butyl (2S,5R)-4-(bis(4-(hydroxymethyl)phenyl)methyl)-2,5-dimethylpiperazine-1-carboxylate